BrC1=CC=C(C=C1)CC1(CC1)NC(=O)C=1C=NN2C1CN(CC2)C(=O)OC(C)(C)C tert-butyl 3-(1-[(4-bromophenyl)methyl]cyclopropylcarbamoyl)-4H,5H,6H,7H-pyrazolo[1,5-a]pyrazine-5-carboxylate